3-O-(3-hydroxymyristoyl)-glucosamine OC(CC(=O)O[C@@H]1[C@H](C(O)O[C@@H]([C@H]1O)CO)N)CCCCCCCCCCC